FC1=CC2=C(N(C(N=C2N2[C@H](CN(CC2)C(=O)OC(C)(C)C)C)=O)C=2C(=NC=CC2C)C(C)C)N=C1C1=C(C=CC=C1O)F (3S)-tert-butyl 4-(6-fluoro-7-(2-fluoro-6-hydroxyphenyl)-1-(2-isopropyl-4-methylpyridin-3-yl)-2-oxo-1,2-dihydropyrido[2,3-d]pyrimidin-4-yl)-3-methylpiperazine-1-carboxylate